tert-butyl 2-[(2's,4r)-2'-fluoro-1-oxo-6-(2,2-dichloro-1-fluorocyclopropyl)spiro[3H-isoquinoline-4,1'-cyclopropane]-2-yl]acetate F[C@@H]1[C@@]2(C1)CN(C(C1=CC=C(C=C12)C1(C(C1)(Cl)Cl)F)=O)CC(=O)OC(C)(C)C